tert-butyl 4-[2-(2,8-dimethylimidazo[1,2-b]pyridazin-6-yl)-5-oxo-1,6-naphthyridin-6-yl]piperidine-1-carboxylate CC=1N=C2N(N=C(C=C2C)C2=NC=3C=CN(C(C3C=C2)=O)C2CCN(CC2)C(=O)OC(C)(C)C)C1